ClC1=CC(=C(C=C1C#N)NS(=O)(=O)C=1C=C(C(=O)OC)C=CC1C1CC1)OC1C(CC1)C1CC1 Methyl 3-(N-(4-chloro-5-cyano-2-(2-cyclopropylcyclobutoxy)phenyl)sulfamoyl)-4-cyclopropylbenzoate